tert-butyl 4-[6-[[(4R,10aS)-2-(8-cyano-5-quinolyl)-4-methyl-1,3,4,6,7,9,10,10a-octahydropyrazino[1,2-d][1,4]diazepin-8-yl]methyl]-5-fluoro-3-pyridyl]piperazine-1-carboxylate C(#N)C=1C=CC(=C2C=CC=NC12)N1C[C@H]2N(CCN(CC2)CC2=C(C=C(C=N2)N2CCN(CC2)C(=O)OC(C)(C)C)F)[C@@H](C1)C